COC1N(C[C@H](C1)C1=C(C(=CC=C1F)F)F)C(=O)OC(C)(C)C (4R)-tert-butyl 2-methoxy-4-(2,3,6-trifluorophenyl)pyrrolidine-1-carboxylate